CC([C@@H](C(=O)N[C@H](C(=O)NC1=CC=C(C=C1)COC(=O)OC1=CC=C(C=C1)[N+](=O)[O-])C)NC(OCC=C)=O)C allyl ((S)-3-methyl-1-(((S)-1-((4-((((4-nitrophenoxy)carbonyl)oxy)methyl)phenyl)amino)-1-oxopropan-2-yl)amino)-1-oxobutan-2-yl)carbamate